(7S)-7-deuterio-7-[4-(trifluoromethoxy)phenyl]-1,4-oxazepane [2H][C@]1(CCNCCO1)C1=CC=C(C=C1)OC(F)(F)F